3-cyclopropyl-7-hydroxy-7-methyl-N-(2-methylpropyl)-8,9-dihydrocyclopenta[h]isoquinoline-5-sulfonamide C1(CC1)C=1N=CC=2C3=C(C=C(C2C1)S(=O)(=O)NCC(C)C)C(CC3)(C)O